C(C)(C)OC(=O)C1=CC2=C(NC=N2)C=C1 1H-benzo[d]Imidazole-5-carboxylic acid isopropyl ester